1,2-bis(2-aminoethylamino)ethane NCCNCCNCCN